N1-((trans)-2-phenylcyclopropyl)cyclobutane-1,3-diamine C1(=CC=CC=C1)[C@H]1[C@@H](C1)NC1CC(C1)N